6-hydroxy-2-imino-2H-chromen-3-thioamide OC=1C=C2C=C(C(OC2=CC1)=N)C(N)=S